N1CNCC12CCN(CC2)C(=O)O 1,3,8-triazaspiro[4.5]decane-8-carboxylic acid